CC(C(=O)OC)(C)S(N)(=O)=O methyl 2-methyl-2-sulfamoyl-propanoate